FC1=C(C(=CC=C1)C(F)(F)F)N1CCC(CC1)N1C(N(C=2C(C1)=CN(N2)C)CC2=C(C=CC=C2)C(F)(F)F)=O 5-[1-(2-Fluoro-6-trifluoromethyl-phenyl)-piperidin-4-yl]-2-methyl-7-(2-trifluoromethyl-benzyl)-2,4,5,7-tetrahydro-pyrazolo[3,4-d]pyrimidin-6-on